C(C)OC(CCSSSSCCC(OCC)(OCC)OCC)(OCC)OCC triethoxypropyl tetrasulfide